C1=C2C3=C(C=NC2=CC=C1)C1=C(O3)C=CC=C1 benzofuro[3,2-c]quinoline